5-hydroxy-1-methyl-1H-pyrazol OC1=CC=NN1C